C(C)N1N=C(C(=C1)I)C(C(C)C)=O 1-(1-Ethyl-4-iodo-pyrazol-3-yl)-2-methyl-propan-1-one